(7S)-7-Methyl-2-[2-(2-oxo-1,2-dihydropyridin-1-yl)ethyl]-3-(2-{[2-(2-oxoimidazolidin-1-yl)ethyl]amino}ethyl)-3H,6H,7H,8H,9H-imidazo[4,5-f]chinolin C[C@@H]1NC2=CC=C3C(=C2CC1)N=C(N3CCNCCN3C(NCC3)=O)CCN3C(C=CC=C3)=O